(S)-4-(7-(4-Chloropyridin-2-yl)-5-(N-ethyl-acetamido)-7H-pyrrolo[2,3-d]pyrimidin-4-yl)-3-methylpiperazine-1-carboxylic acid tert-butyl ester C(C)(C)(C)OC(=O)N1C[C@@H](N(CC1)C=1C2=C(N=CN1)N(C=C2N(C(C)=O)CC)C2=NC=CC(=C2)Cl)C